1,3-bis-(3-bromo-5-chlorophenyl)urea BrC=1C=C(C=C(C1)Cl)NC(=O)NC1=CC(=CC(=C1)Cl)Br